tert-butyl rel-(3R,5R)-5-(benzyloxy)-3-((5-(4-(methoxymethoxy)-2-methyl-6-(4,4,5,5-tetramethyl-1,3,2-dioxaborolan-2-yl)phenyl)pent-4-yn-1-yl)oxy)azepane-1-carboxylate C(C1=CC=CC=C1)O[C@H]1C[C@H](CN(CC1)C(=O)OC(C)(C)C)OCCCC#CC1=C(C=C(C=C1B1OC(C(O1)(C)C)(C)C)OCOC)C |o1:8,10|